Ethyl-4-(4-fluoro-6-methoxy-5-((2-(trimethylsilyl)ethoxy)methoxy)benzo[b]thiophen-2-yl)-4-oxobutanoate C(C)OC(CCC(=O)C1=CC2=C(S1)C=C(C(=C2F)OCOCC[Si](C)(C)C)OC)=O